(R)-4,4-difluoro-3-(6-methoxypyridin-3-yl)cyclohexan-1-one FC1([C@H](CC(CC1)=O)C=1C=NC(=CC1)OC)F